FC(C=1C=C(C=CC1)/C(=C\C)/C=1C(=NNC1)N)(F)F 4-[(E)-1-[3-(trifluoromethyl)phenyl]prop-1-enyl]-1H-pyrazol-3-amine